C(C)N(S(=O)(=O)C=1C=C2C(=NC1)NN=N2)[C@@H](C(F)(F)F)C2=CC=C(C=C2)F (R)-N-ethyl-N-(2,2,2-trifluoro-1-(4-fluorophenyl)ethyl)-3H-[1,2,3]triazolo[4,5-b]pyridine-6-sulfonamide